((2-(dimethylphosphoryl)phenyl)amino)-3-((6-methoxy-1,2,3,4-tetrahydroisoquinolin-7-yl)amino)-1,2,4-triazine-6-carboxamide CP(=O)(C)C1=C(C=CC=C1)NC=1N=C(N=NC1C(=O)N)NC1=C(C=C2CCNCC2=C1)OC